ClC=1C=C(C=CC1)N[C@@H](C(=O)N1[C@@H]2CC([C@H]([C@@H]1C(=O)N[C@H](C[C@H]1C(NCCC1)=O)C#N)CC2)(F)F)CC2CC2 (1S,3R,4S)-2-((R)-2-((3-chlorophenyl)amino)-3-cyclopropylpropanoyl)-N-((R)-1-cyano-2-((S)-2-oxopiperidin-3-yl)ethyl)-5,5-difluoro-2-azabicyclo[2.2.2]octane-3-carboxamide